ClC1=CC=C(C=C1)CC1=NSC(=N1)OC1=CC(=C(C=C1C)N=C(N(C)CC)C)C [4-({3-[(4-chlorophenyl)methyl]-1,2,4-thiadiazol-5-yl}oxy)-2,5-dimethylphenyl]-N-ethyl-N-methylmethylformamidine